tris((4E)-1,5-diphenylpentan-1,4-dien-3-one) dipalladium [Pd].[Pd].C1(=CC=CC=C1)C=CC(\C=C\C1=CC=CC=C1)=O.C1(=CC=CC=C1)C=CC(\C=C\C1=CC=CC=C1)=O.C1(=CC=CC=C1)C=CC(\C=C\C1=CC=CC=C1)=O